2,4-dichloro-6-(3-fluorophenyl)-5,6,7,8-tetrahydropyrido[4,3-d]pyrimidine ClC=1N=C(C2=C(N1)CCN(C2)C2=CC(=CC=C2)F)Cl